5-(3-(1-methylcyclohexyloxycarbonyl)phenyl)-bicyclo[2.2.1]hept-2-ene CC1(CCCCC1)OC(=O)C=1C=C(C=CC1)C1C2C=CC(C1)C2